COC1=CC=C(COC[C@@H](CO)O)C=C1 (R)-3-((4-methoxybenzyl)oxy)propane-1,2-diol